O[C@@H]1C[C@@H](CC1)OC1=CC(=NC=C1)C(=O)NC1=CC(=CC=C1)[C@@H](CC1=NN=CN1C)C 4-((1R,3S)-3-hydroxycyclopentyloxy)-N-(3-((R)-1-(4-methyl-4H-1,2,4-triazol-3-yl)propan-2-yl)phenyl)picolinamide